2-((3-chloro-4-fluorophenyl)(3,4-difluorophenyl)methyl)-4-((3-meth-oxy-3-methylpyrrolidin-1-yl)sulfonyl)-1H-imidazole ClC=1C=C(C=CC1F)C(C=1NC=C(N1)S(=O)(=O)N1CC(CC1)(C)OC)C1=CC(=C(C=C1)F)F